2-(4-((S)-2-((S)-2-((((9H-fluoren-9-yl)methoxy)carbonyl)amino)-3-phenylpropanamido)-6-((diphenyl(p-tolyl)methyl)amino)hexanamido)phenyl)-2-hydroxyacetate C1=CC=CC=2C3=CC=CC=C3C(C12)COC(=O)N[C@H](C(=O)N[C@H](C(=O)NC1=CC=C(C=C1)C(C(=O)[O-])O)CCCCNC(C1=CC=C(C=C1)C)(C1=CC=CC=C1)C1=CC=CC=C1)CC1=CC=CC=C1